4-(pyridin-2-yl)-2-(4-(trifluoromethyl)pyridin-2-ylamino)thiazole-5-carboxylic acid N1=C(C=CC=C1)C=1N=C(SC1C(=O)O)NC1=NC=CC(=C1)C(F)(F)F